S(=O)(=O)(O)O.C1(=CC=CC=C1)OC1=CC=CC=C1 Phenyl ether sulphate